(2,6-Dichloropyridin-4-yl)methyl O-benzyl-N-methyl-L-threoninate hydrochloride Cl.C(C1=CC=CC=C1)O[C@@H]([C@H](NC)C(=O)OCC1=CC(=NC(=C1)Cl)Cl)C